F.F.C(C)N(CC)CC triethylamine hydrogen fluoride salt hydrogen fluoride salt